NC1=C(C=CC(=C1F)NCC1=CC=C(C=C1)N)NC(CCCCCCC)=O N-(2-amino-3-fluoro-4-((4-aminobenzyl)amino)phenyl)octanamide